NC=1C=C(OC2=C(C(=NC=N2)N)C2=CC=C(C=C2)OC2=CC=CC=C2)C=CC1 6-(3-aminophenoxy)-5-(4-phenoxyphenyl)pyrimidin-4-amine